FC=1C=CC(=C(C1)C1CCN(CC1)[C@H]1CC2(CN(C2)C=2C=NC=C(C2)F)CC1)OC1CCOCC1 (R)-6-(4-(5-fluoro-2-((tetrahydro-2H-pyran-4-yl)oxy)phenyl)piperidin-1-yl)-2-(5-fluoropyridin-3-yl)-2-azaspiro[3.4]octane